6-(4-(((1R,5S,6r)-3-azabicyclo[3.1.0]hex-6-yl)methoxy)-2,6-difluorophenyl)-5-methyl-N-((R)-1-cyclobutylethyl)-[1,2,4]triazolo[1,5-a]pyrimidin-7-amine [C@H]12CNC[C@@H]2C1COC1=CC(=C(C(=C1)F)C=1C(=NC=2N(C1N[C@H](C)C1CCC1)N=CN2)C)F